C(C)OC1=C(C(=C(C2=NC3=CC=CC=C3N=C12)OCC)OCC)OCC tetraethoxyphenazine